C12(CC(C1)C2)NC(=O)NCC2=CC(=CC=C2)OC(F)(F)F 1-bicyclo[1.1.1]pent-1-yl-3-(3-trifluoromethoxy-benzyl)-urea